NC=1C=2N(C3=CC(=CC=C3N1)C(=O)N1[C@@H]3[C@H](C[C@@H](C1)F)OC1=C3C=CC(=C1)OC(F)(F)F)C=NC2C (4-amino-3-methylimidazo[1,5-a]quinoxalin-8-yl)((3S,4aS,9bS)-3-fluoro-7-(trifluoromethoxy)-3,4,4a,9b-tetrahydrobenzofuro[3,2-b]pyridin-1(2H)-yl)methanone